(2S)-2-hydroxy-1-((3aR,5R,6aS)-5-((5-(5-(3-hydroxypiperidine-1-carbonyl)-thiazol-2-yl)-1H-pyrrolo[2,3-b]pyridin-4-yl)amino)hexahydrocyclopenta[c]pyrrol-2(1H)-yl)-propan-1-one O[C@H](C(=O)N1C[C@@H]2[C@H](C1)CC(C2)NC2=C1C(=NC=C2C=2SC(=CN2)C(=O)N2CC(CCC2)O)NC=C1)C